tert-butyl 6,6-dimethyl-4-(((trifluoromethyl)sulfonyl)oxy)-3,6-dihydropyridine-1(2H)-carboxylate CC1(C=C(CCN1C(=O)OC(C)(C)C)OS(=O)(=O)C(F)(F)F)C